1,3-dibromo-5-phenyltriazine BrN1NN(CC(=C1)C1=CC=CC=C1)Br